N\C(=C/C(=O)C1=CC=C(C=C1)[N+](=O)[O-])\C1=CC=CC=C1 (2Z)-3-amino-1-(4-nitrophenyl)-3-phenylprop-2-en-1-one